[Br-].O1C=[NH+]C=C1 oxazolium bromide